BrC1=C(C=C(C(=O)OC)C=C1)CS(=O)(=O)Cl methyl 4-bromo-3-((chlorosulfonyl)methyl)benzoate